COC=1C=C(C=CC1NC=1N=CC2=CC=CC(=C2C1)C1=NN(C=C1)C)C(=O)N1CC(C1)OC (3-methoxy-4-((5-(1-methyl-1H-pyrazol-3-yl)isoquinolin-3-yl)amino)phenyl)(3-methoxyazetidin-1-yl)methanone